Barium bromid tert-butyl-4-[7-(2,8-dimethylimidazo[1,2-b]pyridazin-6-yl)-5-oxo-thiazolo[3,2-a]pyrimidin-2-yl]piperazine-1-carboxylate C(C)(C)(C)OC(=O)N1CCN(CC1)C1=CN2C(=NC(=CC2=O)C=2C=C(C=3N(N2)C=C(N3)C)C)S1.[Br-].[Ba+2].[Br-]